1,4-bis[4-(3-acryloyloxypropyl)-benzoyloxy]-2-methyl-benzene C(C=C)(=O)OCCCC1=CC=C(C(=O)OC2=C(C=C(C=C2)OC(C2=CC=C(C=C2)CCCOC(C=C)=O)=O)C)C=C1